FC(C(=O)O)(F)F.O1CCN(CC1)S(=O)(=O)N1CC(CC(C1)C1=CC=CC=C1)COC=1C=C(C=CC1)CN (3-((1-(Morpholinosulfonyl)-5-phenylpiperidin-3-yl)methoxy)phenyl)methanamine 2,2,2-trifluoroacetate